FC(C=1OC(=CN1)C(=O)OC)(F)F methyl 2-(trifluoromethyl)-1,3-oxazole-5-carboxylate